1-(5-(4-AMINO-7-(PYRIDIN-4-YL)-7H-PYRROLO[2,3-D]PYRIMIDIN-5-YL)IMIDAZO[1,2-A]PYRIDIN-8-YL)-3-(5-(1-(TRIFLUOROMETHYL)CYCLOPROPYL)ISOXAZOL-3-YL)UREA NC=1C2=C(N=CN1)N(C=C2C2=CC=C(C=1N2C=CN1)NC(=O)NC1=NOC(=C1)C1(CC1)C(F)(F)F)C1=CC=NC=C1